hexahydrofuro[3',4':4,5]imidazo[1,2-a]quinazoline-3-sulfonamide C1CC(CC2CNC=3N(C12)C=1C(N3)=COC1)S(=O)(=O)N